3-(3-(((3-((3-amino-5-(4-amino-4-methylpiperidin-1-yl)pyrazin-2-yl)thio)-2-chlorophenyl)amino)methyl)phenyl)piperidine-2,6-dione NC=1C(=NC=C(N1)N1CCC(CC1)(C)N)SC=1C(=C(C=CC1)NCC=1C=C(C=CC1)C1C(NC(CC1)=O)=O)Cl